CN1CCC(CC1)OC=1C=NC(=NC1)C1=NSC(=N1)NC1=NC=CC=C1C 3-(5-(1-methylpiperidin-4-yloxy)pyrimidin-2-yl)-N-(3-methylpyridin-2-yl)-1,2,4-thiadiazol-5-amine